C(C)(C)(C)OC(=O)C=1C=CC=NC1 pyridine-5-carboxylic acid tert.Butyl ester